C1(CCC1)C=1C=C(C=CC1)CNC(OC(C)(C)C)=O tert-Butyl N-[(3-cyclobutylphenyl)methyl]carbamate